1,8-di-tert-butylcarbazole C(C)(C)(C)C1=CC=CC=2C3=CC=CC(=C3NC12)C(C)(C)C